BrC=1C(=C(C(N(N1)C1OCCCC1)=O)Cl)Cl 6-bromo-4,5-dichloro-2-(tetrahydro-2H-pyran-2-yl)pyridazin-3(2H)-one